N-(2-(4-((S)-3-(dimethylamino)pyrrolidine-1-yl)piperidine-1-yl)-5-((6-((R)-3-(3-fluorophenyl)isoxazolidine-2-yl)pyrimidine-4-yl)amino)-4-methoxyphenyl)acrylamide CN([C@@H]1CN(CC1)C1CCN(CC1)C1=C(C=C(C(=C1)OC)NC1=NC=NC(=C1)N1OCC[C@@H]1C1=CC(=CC=C1)F)NC(C=C)=O)C